CN1N=C2[C@@H](N(CCC2=C1C1=NN(C(=C1)C(F)(F)F)C)C(=O)C=1C=CC=C2C=NN(C12)C)C (S)-(2,7-dimethyl-3-(1-methyl-5-(trifluoromethyl)-1H-pyrazol-3-yl)-2,4,5,7-tetrahydro-6H-pyrazolo[3,4-c]pyridin-6-yl)(1-methyl-1H-indazol-7-yl)methanone